(4-bromo-2-fluorophenoxy)(tert-butyl)dimethylsilane BrC1=CC(=C(O[Si](C)(C)C(C)(C)C)C=C1)F